C1(CCCCC1)CC(=O)NCC1=NC=NC(=C1)O[C@H](C(F)(F)F)C (S)-2-Cyclohexyl-N-((6-((1,1,1-trifluoropropan-2-yl)oxy)pyrimidin-4-yl)methyl)acetamide